C12CNCC(CC1)N2C=2SC=1CN(CCC1N2)C(=O)OC(C)C isopropyl 2-(3,8-diazabicyclo[3.2.1]octan-8-yl)-6,7-dihydrothiazolo[5,4-c]pyridine-5(4H)-carboxylate